2-[4-(4-chlorobenzoyl)-phenoxy]-2-methyl-propionic acid ClC1=CC=C(C(=O)C2=CC=C(OC(C(=O)O)(C)C)C=C2)C=C1